C1(=CC=CC2=CC=CC=C12)C(C#CC1=CC=CC=C1)=O 1-(naphthalen-1-yl)-3-phenylprop-2-yn-1-one